CNC(=O)C1=CC2=C(N(C(=N2)C2=CC(=NC3=CC=CC=C23)C2=CN=CN2C)C2=CC3=C(NC(N3)=O)C=C2)C=C1 N-methyl-2-(2-(1-methyl-1H-imidazol-5-yl)quinolin-4-yl)-2'-oxo-2',3'-dihydro-1'H-[1,5'-bi-benzo[d]imidazole]-5-carboxamide